6-N-(2-amino-2-phenylethyl)-1-methyl-4-N-[4-(trifluoromethyl)phenyl]pyrazolo[3,4-d]pyrimidine-4,6-diamine NC(CNC1=NC(=C2C(=N1)N(N=C2)C)NC2=CC=C(C=C2)C(F)(F)F)C2=CC=CC=C2